CC1=CN(C2=CC=C(C=C12)C1=C(N=C(N1)N)C1=NC(=CC=C1)C)C1OCCCC1 5-(3-methyl-1-(tetrahydro-2H-pyran-2-yl)-1H-indol-5-yl)-4-(6-methylpyridin-2-yl)-1H-imidazol-2-amine